3,5-dichloro-4-(4-hydroxy-3-isopropylphenoxy)phenylacetic acid ClC=1C=C(C=C(C1OC1=CC(=C(C=C1)O)C(C)C)Cl)CC(=O)O